C1(CCCC1)NC1=C(C(=O)O)C=CC(=C1)N1C=CC=2C1=NC(=CN2)C2=CC=CC=C2 2-(Cyclopentylamino)-4-(3-phenyl-5H-pyrrolo[2,3-b]pyrazin-5-yl)benzoic Acid